3-(3-(imidazo[4,5-d]pyrrolo[2,3-b]pyridine-1(6H)-yl)imidazoline-1-yl)-3-oxopropionitrile N1(C=NC=2C1=C1C(=NC2)NC=C1)N1CN(CC1)C(CC#N)=O